O[C@@H]1C[C@H](N(C1)C([C@H](C(C)(C)C)NC([O-])=O)=O)C(=O)N[C@@H](C)C1=CC=C(C=C1)C1=C(N=CS1)C ((S)-1-((2S,4R)-4-hydroxy-2-(((S)-1-(4-(4-methylthiazol-5-yl)phenyl)ethyl)amino Formyl)pyrrolidin-1-yl)-3,3-dimethyl-1-oxobutan-2-yl)carbamate